4-((2-(p-tolyl)imidazo[1,2-a]pyridin-3-yl)amino)benzoic acid C1(=CC=C(C=C1)C=1N=C2N(C=CC=C2)C1NC1=CC=C(C(=O)O)C=C1)C